ClC1=CC=C(C=2CCCC(NC21)=O)OC 9-chloro-6-methoxy-1,3,4,5-tetrahydro-1-benzazepin-2-one